(6-(trans-4-(3,4-dihydroisoquinolin-2(1H)-yl)-3-hydroxypiperidin-1-yl)pyrimidin-4-yl)methanone C1N(CCC2=CC=CC=C12)[C@H]1[C@@H](CN(CC1)C1=CC(=NC=N1)C=O)O